5,7-dihydrospiro[cyclopenta[b]pyridine-6,4'-piperidine] N1CCC2(CC1)CC=1C(=NC=CC1)C2